CN(CCCCCNC(O[C@@H]1CC[C@H](CC1)C(N(C[C@@H]1CC[C@H](CC1)C1=CC(=C(C=C1)OC)C)C1=CC(=CC=C1)C=1C=NN(C1)C1CC1)=O)=O)C trans-4-((3-(1-Cyclopropyl-1H-pyrazol-4-yl)phenyl)((trans-4-(4-methoxy-3-methylphenyl)cyclohexyl)methyl)carbamoyl)-cyclohexyl (5-(dimethylamino)pentyl)carbamate